[5-(5-Fluoro-3-pyridyl)-7-[[(3R)-2,3,4,9-tetrahydro-1H-carbazol-3-yl]amino]pyrazolo[1,5-a]pyrimidin-3-yl]-(4-methylpiperazin-1-yl)methanone FC=1C=C(C=NC1)C1=NC=2N(C(=C1)N[C@@H]1CCC=3NC4=CC=CC=C4C3C1)N=CC2C(=O)N2CCN(CC2)C